tert-butyl N-[5-[[2-[(2R,5S)-2-(1,3-benzothiazol-5-yl)-5-methyl-1-piperidyl]-2-oxo-acetyl]amino]-3-ethyl-2-pyridyl]carbamate S1C=NC2=C1C=CC(=C2)[C@@H]2N(C[C@H](CC2)C)C(C(=O)NC=2C=C(C(=NC2)NC(OC(C)(C)C)=O)CC)=O